ClC=1C=C(C(=C(C1)C1=NC=NN2C1=CC(=C2)C(=O)O)O[C@@H]2CNCCC2)C (S)-4-(5-chloro-3-methyl-2-(piperidin-3-yloxy)phenyl)pyrrolo[2,1-f][1,2,4]triazine-6-carboxylic acid